(R)-3-methyl-5-(4-((2-(4-methyl-1-oxo-1,3-dihydroisobenzofuran-5-yl)morpholino)methyl)-1H-pyrazol-1-yl)benzo[d]oxazol-2(3H)-one CN1C(OC2=C1C=C(C=C2)N2N=CC(=C2)CN2C[C@H](OCC2)C=2C(=C1COC(C1=CC2)=O)C)=O